CN1C=CC2=CC(=CC=C12)N1C(NC2=C(C1=O)C1=C(S2)COC(C1)C1=CC=CC=C1)=O 3-(1-methyl-1H-indol-5-yl)-6-phenyl-1,5,6,8-tetrahydro-2H-pyrano[4',3':4,5]thieno[2,3-d]pyrimidine-2,4(3H)-dione